FC=1C=2N(C=C(C1)NC(=O)C1=CC=C(C3=CN(N=C13)CC(C)(C)O)N1CCN(CC1)C(=O)OC(C)(C)C)C=C(N2)C tert-butyl 4-[7-({8-fluoro-2-methylimidazo[1,2-a]pyridin-6-yl}carbamoyl)-2-(2-hydroxy-2-methylpropyl)indazol-4-yl]piperazine-1-carboxylate